N12CC(CCC1)C(NC2=O)=O 3-piperidinedicarboximide